NC1=C(C(N(C2=CC(=CC=C12)OC(F)(F)F)C1=CC=C(C=C1)[C@@H](C)O)=O)C(=O)OC methyl 4-amino-1-(4-((1R)-1-hydroxyethyl) phenyl)-2-oxo-7-(trifluoromethoxy)-1,2-dihydroquinoline-3-carboxylate